(2-amino-3-(3-((6-(2-methyl-2-phenylpropoxy)pyridin-3-yl)methyl)isoxazol-5-yl)pyridin-1-ium-1-yl)methyl hydrogen phosphate P(=O)(OC[N+]1=C(C(=CC=C1)C1=CC(=NO1)CC=1C=NC(=CC1)OCC(C)(C1=CC=CC=C1)C)N)(O)[O-]